BrC=1C=C(C(=NC1N=CN(C)C)C(=O)OC)F methyl 5-bromo-6-(((dimethylamino)methylene)amino)-3-fluoropyridine-2-carboxylate